cyclopropyl-2-methylaniline C1(CC1)NC1=C(C=CC=C1)C